1,2,3-trimethoxy-5-prop-1-enylbenzene COC1=C(C(=CC(=C1)C=CC)OC)OC